C(=C)[C@H]1[C@@H](C1)C(=O)OCC ethyl (1r,2s)-2-vinylcyclopropane-1-carboxylate